FC=1C=C(C=CC1)N(C(C)=O)C1=CC=C(C2=NON=C21)[N+](=O)[O-] N-(3-fluorophenyl)-N-(7-nitrobenzo[c][1,2,5]oxadiazol-4-yl)acetamide